tert-Butyl 5-(3-(ethoxycarbonyl)phenoxy)-1H-indole-1-carboxylate C(C)OC(=O)C=1C=C(OC=2C=C3C=CN(C3=CC2)C(=O)OC(C)(C)C)C=CC1